3-iodo-6-[2-(2,2,2-trifluoroethylcarbamoyl)phenyl]sulfanylindazole IC1=NNC2=CC(=CC=C12)SC1=C(C=CC=C1)C(NCC(F)(F)F)=O